α-chloroacrylic acid methyl ester COC(C(=C)Cl)=O